2,4,5-trimethoxy-1-propenyl-benzene COC1=C(C=C(C(=C1)OC)OC)C=CC